Cl.NC1=NN(C=C1CN)C1CCN(CC1)C(=O)C1(CCC1)C (4-(3-amino-4-(aminomethyl)-1H-pyrazol-1-yl)piperidin-1-yl)(1-methylcyclobutyl)methanone hydrochloride